4-(3-nitrophenoxy)aniline [N+](=O)([O-])C=1C=C(OC2=CC=C(N)C=C2)C=CC1